8-aminooctanoic acid NCCCCCCCC(=O)O